C(=O)(O)C[N+](CCCCCCCCC=CCC=CCCCCC)(C)C N-(Carboxymethyl)-N,N-dimethyl-9,12-octadecadien-1-aminium